2-(4-(((3aR,5s,6aS)-2-(2-cyanoethyl)octahydrocyclopenta[c]pyrrol-5-yl)amino)-1H-pyrrolo[2,3-b]pyridin-5-yl)-N-(2-hydroxy-2-methylpropyl)thiazole-5-carboxamide C(#N)CCN1C[C@@H]2[C@H](C1)CC(C2)NC2=C1C(=NC=C2C=2SC(=CN2)C(=O)NCC(C)(C)O)NC=C1